2-methyl-5-(3-morpholinylcyclobutoxy)benzamide CC1=C(C(=O)N)C=C(C=C1)OC1CC(C1)N1CCOCC1